N-(2,4-Difluoro-3-(5-(4-fluoro-2-methylphenyl)-1H-pyrazolo[3,4-b]pyridin-3-carbonyl)phenyl)propan-1-sulfonamid FC1=C(C=CC(=C1C(=O)C1=NNC2=NC=C(C=C21)C2=C(C=C(C=C2)F)C)F)NS(=O)(=O)CCC